Cl.C1CN(CCC12CCNCC2)C2=CC=C(C=C2)C2C(NC(CC2)=O)=O 3-(4-(3,9-diazaspiro[5.5]undecan-3-yl)phenyl)piperidine-2,6-dione HCl